ClC=1C=CC(=C(C1)C1=CC(N(C=C1OC)C(C(=O)NC1=CC(=C(C(=O)N)C=C1)F)CC)=O)C1=NOC(=C1)C(F)(F)F 4-({2-[4-{5-chloro-2-[5-(trifluoromethyl)-1,2-oxazol-3-yl]phenyl}-5-methoxy-2-oxopyridin-1(2H)-yl]butyryl}amino)-2-fluorobenzamide